C(C1=CC=CC=C1)(=O)OC(C(C)C)CC(CCC)(OC(C1=CC=CC=C1)=O)CC 2-methyl-5-ethyl-3,5-octanediol dibenzoate